N1=CC(=CC2=CC=CC=C12)NC(=O)NCC=1SC=CN1 1-quinolin-3-yl-3-(1,3-thiazol-2-ylmethyl)urea